O1C(=C(C=C1)C(=O)O)C(=O)O.C(CCCCCCCC)(N)N nonanediamine furandicarboxylic acid salt